5-(difluoromethyl)-N-[(4-methylpyridin-3-yl)methyl]thiophene-3-carboxamide FC(C1=CC(=CS1)C(=O)NCC=1C=NC=CC1C)F